C(CCC)C=1C=2N(C(=CC1)C1=CC=CC=C1)C1=C(N2)C=CC=C1 4-n-butyl-1-phenylbenzo[4,5]imidazo[1,2-a]pyridine